ClC=1C=CC=2N(C1)C=C(N2)C=2C(OC1=CC(=CC=C1C2)N2CCNCC2)=O 3-(6-chloroimidazo[1,2-a]pyridin-2-yl)-7-(piperazin-1-yl)-2H-chromen-2-one